NC1=NC=NN2C1=C(C=C2C=2C=CC(=C(C(=O)N[C@@H]1CN(C[C@@H]1F)C(=O)C1CCC(CC1)(F)F)C2)OC)C(F)(F)F 5-[4-amino-5-(trifluoromethyl)pyrrolo[2,1-f][1,2,4]triazin-7-yl]-N-[(3R,4S)-1-(4,4-difluorocyclohexanecarbonyl)-4-fluoropyrrolidin-3-yl]-2-methoxybenzamide